ClC1=CC=C2C(=CC(=NC2=C1Cl)N1[C@@H]([C@H](CC1)O)CC(=O)NCC(=O)O)N1C=NC=C1 (2-((2R,3S)-1-(7,8-Dichloro-4-(1H-Imidazol-1-Yl)Quinolin-2-Yl)-3-Hydroxypyrrolidin-2-Yl)Acetyl)Glycine